C1(=CC=CC=C1)C(=O)N1CC2=C(NC=3C=CC(=CC23)C2=C(C=CC=C2)C)CC1 phenyl(8-(o-tolyl)-1,3,4,5-tetrahydro-2H-pyrido[4,3-b]indol-2-yl)methanone